FC1=CC(=CC2=C1N=C(S2)N(C2C[C@@H](NCC2)C)C)C=2C=CC=1N(N2)C=C(N1)C 4-fluoro-N-methyl-6-(2-methylimidazo[1,2-b]pyridazin-6-yl)-N-[(2S)-2-methylpiperidin-4-yl]-1,3-benzothiazol-2-amine